CC(C[SiH2]CCOCCl)(C)C (2-trimethylethylsilylethoxy)methyl chloride